(R)-4-(1-methyl-1H-pyrazol-5-yl)-6-(3-methylmorpholino)pyridazin-3-carbonitrile CN1N=CC=C1C1=C(N=NC(=C1)N1[C@@H](COCC1)C)C#N